C[C@H]1[C@H]([C@H]([C@@H]([C@@H](O1)O[C@@H]2[C@H]([C@H]([C@H](O[C@H]2O[C@H]3[C@H]([C@H](OC([C@@H]3NC(=O)C)O)CO)O)CO)O[C@H]4[C@@H]([C@H]([C@H]([C@H](O4)CO)O)O)O)O)O)O)O The molecule is an aminotetrasaccharide that is beta-D-Galp-(1->4)-beta-D-Galp-(1->3)-GalpNAc in which the non-terminal galatopyranosyl group has been glycosylated at position 2 by an alpha-L-fucopyranosyl group. It is an amino tetrasaccharide and a member of acetamides. It derives from an alpha-L-Fucp-(1->2)-beta-D-Galp-(1->3)-D-GalpNAc.